Cl.[C@H]12CN(C[C@H](CC1)N2)C2=NC=NC=1NC(CN(C21)CC)=O 4-((1R,5S)-3,8-diazabicyclo[3.2.1]octan-3-yl)-5-ethyl-5,8-dihydropteridin-7(6H)-one hydrochloride